4-(3-amino-1H-pyrazolo[4,3-b]pyridin-5-yl)-N-(3-hydroxy-3-(trifluoromethyl)cyclobutyl)-N,3-dimethylbenzenesulfonamide NC1=NNC=2C1=NC(=CC2)C2=C(C=C(C=C2)S(=O)(=O)N(C)C2CC(C2)(C(F)(F)F)O)C